benzyl ((3-(3-iodo-5-methyl-4-oxo-1-(tetrahydro-2H-pyran-2-yl)-4,5-dihydro-1H-pyrazolo[3,4-d]pyrimidin-6-yl)-7-(5-methylisoxazol-3-yl)-3-azabicyclo[4.1.0]heptan-7-yl)methyl)carbamate IC1=NN(C=2N=C(N(C(C21)=O)C)N2CC1C(C1CC2)(C2=NOC(=C2)C)CNC(OCC2=CC=CC=C2)=O)C2OCCCC2